ergosta-7,22-dien-3β,5α,6α-triol CC(C)[C@@H](C)C=C[C@@H](C)[C@H]1CC[C@H]2C3=C[C@@H]([C@]4(C[C@H](CC[C@]4(C)[C@H]3CC[C@]12C)O)O)O